(benzo[d][1,3]dioxol-5-yl)-N4-(4-methoxyphenyl)-5-(trifluoromethyl)pyrimidine-2,4-diamine O1COC2=C1C=CC(=C2)C2=C(C(=NC(=N2)N)NC2=CC=C(C=C2)OC)C(F)(F)F